C1C2=C(C=CN1)C(=CC=C2)OC2=C(C#N)C=CC=C2 ((1H-benzo[d]pyridine-5-yl)oxy)benzonitrile